NC(C(=O)N)CC1=CC=CC=C1 2-amino-3-phenylpropanamide